N-(2-hydroxyethyl)-4-methoxy-3-(3-methyl-6-(pyrazolo[1,5-a]pyrimidin-3-yl)-1H-pyrazolo[4,3-c]pyridin-1-yl)benzenesulfonamide OCCNS(=O)(=O)C1=CC(=C(C=C1)OC)N1N=C(C=2C=NC(=CC21)C=2C=NN1C2N=CC=C1)C